N-ethyl-N-n-propyltryptamine C(C)N(CCC1=CNC2=CC=CC=C12)CCC